4-cyclobutoxy-6-methylpyrimidin-2-amine C1(CCC1)OC1=NC(=NC(=C1)C)N